NC[C@H]1N(C[C@@H](C1)O)C(=O)OC(C)(C)C tert-butyl (2S,4R)-2-aminomethyl-4-hydroxypyrrolidine-1-carboxylate